FC1=C(C=C(C(=C1C)F)CCN[C@@H]([C@H]1CNC2=C(N1)N=CC=C2)C2=CC=CC=C2)CC(=O)O 2-(2,4-difluoro-3-methyl-5-(2-(((R)-phenyl((R)-1,2,3,4-tetrahydropyrido[2,3-b]pyrazin-3-yl)methyl)amino)ethyl)phenyl)acetic acid